CC1=CC2=C(C3=CC=CC=C3C(=C2C=C1C)OC(CCCCC)=O)OC(CCCCC)=O 2,3-dimethyl-9,10-bis(n-hexanoyloxy)anthracene